7-(1-(2-fluoro-6-methylphenyl)piperidin-4-yl)-5-(2-fluorobenzyl)pyrido[2,3-b]pyrazin-6(5H)-one FC1=C(C(=CC=C1)C)N1CCC(CC1)C1=CC=2C(=NC=CN2)N(C1=O)CC1=C(C=CC=C1)F